C(CC)N1C=C([C@H]2[C@H](O)[C@H](O)[C@@H](CO)O2)C(NC1=O)=O N1-propyl-pseudouridine